3-(aminomethyl)-N-methylaniline hydrochloride Cl.NCC=1C=C(NC)C=CC1